CNC1=CN=CC(=N1)C(=O)O 6-(methylamino)pyrazine-2-carboxylic acid